COC1=C(C=CC(=C1)OC)CN(C1=NC2=CC(=CC=C2C=C1)OCC=1C=C(C=NC1)B(O)O)C (5-{[(2-{[(2,4-dimethoxyphenyl)methyl](methyl)amino}quinolin-7-yl)oxy]methyl}pyridin-3-yl)boronic acid